ClC=1C=C(C=CC1F)C1=CN(C2=NC=C(C=C21)NC(C=C)=O)C N-(3-(3-Chloro-4-fluorophenyl)-1-methyl-1H-pyrrolo[2,3-b]pyridin-5-yl)acrylamide